NC([C@@H](CC(C)C)N1C([C@H]2N(C(CC1)CCC1=CC=CC=C1)C[C@@H](C2)NC(OC(C)(C)C)=O)=O)=O tert-butyl ((8R,9aS)-2-((R)-1-amino-4-methyl-1-oxopentan-2-yl)-1-oxo-5-phenethyloctahydro-1H-pyrrolo[1,2-a][1,4]diazepin-8-yl)carbamate